2,8-dioctylphenothiazine C(CCCCCCC)C1=CC=2NC3=CC(=CC=C3SC2C=C1)CCCCCCCC